(E)-2-((6-chloro-7-cyanobenzo[b]thiophen-3-yl)methylene)-3-oxobutanoic acid methyl ester COC(/C(/C(C)=O)=C/C=1C2=C(SC1)C(=C(C=C2)Cl)C#N)=O